N1N=C(C=C1)C(=O)[O-] Pyrazolecarboxylate